1-(3''-(4-(tert-butyl)piperazin-1-yl)-3-chloro-5'-fluoro-2'-hydroxy-5''-methyl-[1,1':3',1''-terphenyl]-4-yl)-3-methyl-1H-imidazol-2(3H)-one C(C)(C)(C)N1CCN(CC1)C=1C=C(C=C(C1)C)C=1C(=C(C=C(C1)F)C1=CC(=C(C=C1)N1C(N(C=C1)C)=O)Cl)O